OC1(CC(C1)C(=O)N1CC2(C1)C[C@@H](CC2)C2=CC(=CC=C2)C(C)C)C |r| (rac)-((1s,3s)-3-hydroxy-3-methylcyclobutyl)(6-(3-isopropylphenyl)-2-azaspiro[3.4]oct-2-yl)methanone